NCC(CCCCN)CCCN 5-aminomethyl-1,8-octanediamine